ClC=1C(=CC=C2N=CC(=NC12)C=1C=NN(C1)C1(CCNCC1)CCO)OC=1C=CC2=C(N(C(=N2)C)COCC[Si](C)(C)C)C1 2-(4-(4-(8-Chloro-7-((2-methyl-1-((2-(trimethylsilyl)ethoxy)methyl)-1H-benzo[d]imidazol-6-yl)oxy)quinoxalin-2-yl)-1H-pyrazol-1-yl)piperidin-4-yl)ethanol